C(#N)C=1C=NN2C1C(=CC(=C2)OCC(C)(C)O)C=2C=CC(=NC2)N2CCC(CC2)(C)NC(=O)C=2N=NC(=CC2)C N-(1-(5-(3-cyano-6-(2-hydroxy-2-methylpropoxy)pyrazolo[1,5-a]pyridin-4-yl)pyridin-2-yl)-4-methylpiperidin-4-yl)-6-methylpyridazine-3-carboxamide